2-fluoro-4-methyl-phenol FC1=C(C=CC(=C1)C)O